OC1=C(C=C2CC(N3C(C2=C1)=CC(C(=C3)C(=O)OCC)=O)C(C)C)OCCCOC ethyl 10-hydroxy-6-isopropyl-9-(3-methoxypropoxy)-2-oxo-6,7-dihydro-2H-pyrido[2,1-a]isoquinoline-3-carboxylate